S1C(SCCC1)C(C(=CC1=CC2=CC=CC=C2C=C1)C1=CC=CC=C1)=O 1-(1,3-Dithian-2-yl)-3-(naphthalen-2-yl)-2-phenylprop-2-en-1-one